pyrazino[1',2':4,5]pyrazino[2,3-c]pyridazine C1=C2C(=NN=C1)N=CC=1N2CC=NC1